(S)-quinuclidin-3-yl (2,2-dimethyl-5-(quinolin-3-yl)-2,3-dihydro-1H-inden-1-yl)carbamat CC1(C(C2=CC=C(C=C2C1)C=1C=NC2=CC=CC=C2C1)NC(O[C@@H]1CN2CCC1CC2)=O)C